C(CCCCC)C(C(=O)N(C)CC(=O)OCCCCCCN(CCCCCCOC(CN(C(C(CCCCCCCC)CCCCCC)=O)C)=O)CCCCO)CCCCCCCC ((4-hydroxybutyl)azanediyl)bis(hexane-6,1-diyl) bis(2-(2-hexyl-N-methyldecanamido)-acetate)